4-((2S,5R)-4-(1-(4-((4,4-difluoropiperidin-1-yl)methyl)phenyl)ethyl)-2,5-dimethylpiperazin-1-yl)-1-methyl-2-oxo-1,2-dihydropyrido[3,2-d]pyrimidine-6-carbonitrile FC1(CCN(CC1)CC1=CC=C(C=C1)C(C)N1C[C@@H](N(C[C@H]1C)C=1C2=C(N(C(N1)=O)C)C=CC(=N2)C#N)C)F